C1(CC1)C(=O)NC1=CC(=C(N=N1)C(=O)NC([2H])([2H])[2H])NC1=C(C2=C(C=N1)C=NN2CC(C)(F)F)OC 6-(Cyclopropanecarboxamido)-4-((1-(2,2-difluoropropyl)-7-methoxy-1H-pyrazolo[4,3-c]pyridin-6-yl)amino)-N-(methyl-d3)pyridazine-3-carboxamide